[1-(difluoromethyl)cyclopropyl]methanol FC(C1(CC1)CO)F